(E)-3-(4-amino-3-methoxystyryl)-5-methoxy-4-(3-methylbut-2-en-1-yl)phenol NC1=C(C=C(/C=C/C=2C=C(C=C(C2CC=C(C)C)OC)O)C=C1)OC